N-(2-(1-(2-((2,6-dioxopiperidin-3-yl)amino)benzyl)piperidin-4-yl)-5-(2-hydroxypropan-2-yl)benzo[d]thiazol-6-yl)-6-(trifluoromethyl)nicotinamide O=C1NC(CCC1NC1=C(CN2CCC(CC2)C=2SC3=C(N2)C=C(C(=C3)NC(C3=CN=C(C=C3)C(F)(F)F)=O)C(C)(C)O)C=CC=C1)=O